C[C@H]1NC[C@@H]1C(=O)O (2r,3s)-2-methylazetidine-3-carboxylic acid